(5-AMINO-1-NAPHTHALENYL)-BORONIC ACID NC1=C2C=CC=C(C2=CC=C1)B(O)O